(R)-3-((4-(2-hydroxy-4-(trifluoromethyl)phenyl)phthalazin-1-yl)amino)piperidine-1-carboxylic acid tert-butyl ester C(C)(C)(C)OC(=O)N1C[C@@H](CCC1)NC1=NN=C(C2=CC=CC=C12)C1=C(C=C(C=C1)C(F)(F)F)O